FC(C(=O)O)(F)F.CC=1C=C(C=CC1C)C1CC(C1)NC 3-(3,4-Dimethylphenyl)-N-methylcyclobutan-1-amine, Trifluoroacetate Salt